C(C)(C)C1=C(C=CC(=C1)C)NC(=S)NC(=O)NCC1=CC=C(C=C1)C1=NN(C=N1)C1=CC=C(C=C1)C(F)(F)F 1-[(2-isopropyl-4-methyl-phenyl)carbamothioyl]-3-[[4-[1-[4-(trifluoromethyl)phenyl]-1H-1,2,4-triazol-3-yl]phenyl]methyl]urea